(4-(4-formamido-3-methoxyphenyl)-1-methyl-1H-pyrazol-5-yl)methylformate C(=O)NC1=C(C=C(C=C1)C=1C=NN(C1COC=O)C)OC